C=1(C(=CC=CC1)C(=O)OCCC1=CC=CC=C1)C 2-phenethyl toluate